methyl 5-chloro-1-((2-(3-fluoro-4-methoxyphenyl) pyrimidin-5-yl) methyl)-1H-indazole-7-carboxylate ClC=1C=C2C=NN(C2=C(C1)C(=O)OC)CC=1C=NC(=NC1)C1=CC(=C(C=C1)OC)F